6-bromo-4-ethylpyridine BrC1=CC(=CC=N1)CC